2-(methylsulfonyl)-5-(2,4-dichlorobenzyl)-1,3,4-oxadiazole CS(=O)(=O)C=1OC(=NN1)CC1=C(C=C(C=C1)Cl)Cl